C=CCCCCCCCCCCCC tetradec-1-ene